C(C)(C)C1=NOC2=CC=C3C=NC(=NC3=C21)NC=2C=C1C=CC(=NC1=CC2)OC 9-isopropyl-N-(2-methoxyquinolin-6-yl)isoxazolo[5,4-H]quinazolin-2-amine